4-oxo-4-(4-(3-((5-(trifluoromethyl)pyridin-2-yl)oxy)benzylidene)piperidine-1-carboxamido)butanoic acid lithium salt [Li+].O=C(CCC(=O)[O-])NC(=O)N1CCC(CC1)=CC1=CC(=CC=C1)OC1=NC=C(C=C1)C(F)(F)F